1-Tert-butyl-4-[(1S)-1-isocyanatoethyl]benzene C(C)(C)(C)C1=CC=C(C=C1)[C@H](C)N=C=O